3-(3-(dimethylcarbamoyl)phenyl)-3-(4-(2-(5,6,7,8-tetrahydro-1,8-naphthyridin-2-yl)ethoxy)-1H-indazol-1-yl)propionic acid CN(C(=O)C=1C=C(C=CC1)C(CC(=O)O)N1N=CC2=C(C=CC=C12)OCCC1=NC=2NCCCC2C=C1)C